2-(2,6-dioxopiperidin-3-yl)-4-(piperazin-1-yl)-2,3-dihydro-1H-isoindole-1,3-dione O=C1NC(CCC1N1C(C2=CC=CC(=C2C1=O)N1CCNCC1)=O)=O